CO\N=C(\C1=C(C=CC=C1)O)/C1=NOCCO1 (Z)-(5,6-dihydro-[1,4,2]-dioxazin-3-yl)-(2-hydroxyphenyl)-methanone-O-methyl oxime